NC=1C=2N(C=CN1)C(=CN2)C(=O)C2=C(C=NC(=C2)C2=CC(=C(C=C2)F)F)N2CC(CCC2)(C2=NC=CC=C2)NC(OC)=O methyl (1-(4-(8-aminoimidazo[1,2-a]pyrazine-3-carbonyl)-6-(3,4-difluorophenyl)pyridin-3-yl)-3-(pyridin-2-yl)piperidin-3-yl)carbamate